3-methyl-3-(4-nitro-1,3-dioxoisoindolin-2-yl)azetidin-1-ium chloride [Cl-].CC1(C[NH2+]C1)N1C(C2=CC=CC(=C2C1=O)[N+](=O)[O-])=O